C(C)[C@@H]1N(C[C@H](N(C1)C(C)C=1C=CC=2N(C1)N=CC2)CC)C=2C=1C(N(C(C2)=O)C)=CN(N1)CC#N 2-(7-((2S,5R)-2,5-diethyl-4-(1-(pyrazolo[1,5-a]pyridin-6-yl)ethyl)piperazin-1-yl)-4-methyl-5-oxo-4,5-dihydro-2H-pyrazolo[4,3-b]pyridin-2-yl)acetonitrile